CC(C(C(=O)O)NC)(C)C 3,3-DIMETHYL-2-(METHYLAMINO)BUTANOIC ACID